C1(=CC=CC=C1)NC1=CC=C(C=C1)C1=CC=C(C=C1)C=1C2=CC=CC=C2C=2C=CC=CC2C1 phenyl-(4'-phenanthren-9-yl-biphenyl-4-yl)-amine